C(C)S(=O)(=O)C1=CC=C(NC2=NC=C(C(=N2)N[C@H](CO)C2=CC=CC=C2)C(=O)OCC)C=C1 ethyl 2-(4-ethylsulfonylanilino)-4-[[(1S)-2-hydroxy-1-phenyl-ethyl]amino]pyrimidine-5-carboxylate